C(C)(C)(C)OC(=O)NCCCNC1=CC=C(N=N1)C1=CC=C(OC[C@H](C(=O)OC(C)(C)C)O)C=C1 tert-butyl (R)-3-(4-(6-((3-((tert-butoxycarbonyl)amino)propyl) amino)pyridazin-3-yl)phenoxy)-2-hydroxypropanoate